N1N=C(C=C1)CNC1=NC=CC(=C1)CN1C(N(C(C1(C)C)=O)C1=CC=C(C=C1)C1(CC1)C(F)(F)F)=O 1-((2-(((1H-pyrazol-3-yl)methyl)amino)pyridin-4-yl)methyl)-5,5-dimethyl-3-(4-(1-(trifluoromethyl)cyclopropyl)phenyl)imidazolidine-2,4-dione